NC=1N=NC(=CC1OCCC1=CC=C(CNC(CCCCNC2=C3CN(C(C3=CC=C2)=O)C2C(NC(CC2)=O)=O)=O)C=C1)C1=C(C=CC=C1)O N-(4-(2-((3-amino-6-(2-hydroxyphenyl)pyridazin-4-yl)oxy)ethyl)benzyl)-5-((2-(2,6-dioxopiperidin-3-yl)-1-oxoisoindolin-4-yl)amino)pentanamide